4,8-difluoro-2-(1-hydroxyl-methyl-ethyl)-3,5,6,7-tetrahydrocyclopenta[f]benzimidazole-6-carbaldehyde FC1=C2C(=C(C=3N=C(NC31)C(C)(O)C)F)CC(C2)C=O